OC1=C(C(=O)C2=CC(=C(C=C2)O)O)C(=CC(=C1)O)O 2,4,6,3',4'-pentahydroxybenzophenone